NC1=C(C(=C2C=C(C=NC2=N1)C(=O)N([C@H](C)C1=NC=CC=N1)CC1=NC=C(C=C1)C#N)C)Br (R)-7-amino-6-bromo-N-((5-cyanopyridin-2-yl)methyl)-5-methyl-N-(1-(pyrimidin-2-yl)ethyl)-1,8-naphthyridine-3-carboxamide